ClC1=C2C(=CC3(CCC=4C(=NC(=NC4C3)OC[C@H]3N(CCC3)C)N3C[C@@H](N(CC3)C(C(C)F)=O)CC#N)C2=CC=C1)C([2H])([2H])[2H] 2-((2S)-4-(4-chloro-3-(methyl-d3)-2'-(((S)-1-methylpyrrolidin-2-yl)methoxy)-5',8'-dihydro-6'H-spiro[indene-1,7'-quinazolin]-4'-yl)-1-(2-fluoropropoyl)piperazin-2-yl)acetonitrile